2-bromo-1-(pyrimidin-4-yl)ethan-1-one hydrobromic acid salt Br.BrCC(=O)C1=NC=NC=C1